3,5-difluoro-2,6-dimethylbenzyl (1R)-trans-3-(1-propenyl)-2,2-dimethylcyclopropanecarboxylate C(=CC)[C@H]1C([C@@H]1C(=O)OCC1=C(C(=CC(=C1C)F)F)C)(C)C